6-(3,4-dimethylimidazo[4,5-c]pyridin-7-yl)-5-(methylamino)-3-(4-morpholinoanilino)pyrazine-2-carboxamide CN1C=NC2=C1C(=NC=C2C2=C(N=C(C(=N2)C(=O)N)NC2=CC=C(C=C2)N2CCOCC2)NC)C